CC(CCNC(=O)OC(C)(C)C)N 1-methyl-3-Bocaminopropylamine